1-octylnonyl-8-{[4-(N-tert-butoxycarbonyl-N-methylamino)butyl][2-hydroxy-5-(undecyloxycarbonyl) pentyl]amino}-7-hydroxyoctanoate C(CCCCCCC)C(CCCCCCCC)OC(CCCCCC(CN(CC(CCCC(=O)OCCCCCCCCCCC)O)CCCCN(C)C(=O)OC(C)(C)C)O)=O